1-(4-amino-6-isopropylpyrimidin-2-yl)-3-(naphthalen-2-yl)urea NC1=NC(=NC(=C1)C(C)C)NC(=O)NC1=CC2=CC=CC=C2C=C1